tert-butyl N-[(3R,4R)-1-(5-amino-1-cyclopropyl-indazol-4-yl)-4-methyl-pyrrolidin-3-yl]carbamate NC=1C(=C2C=NN(C2=CC1)C1CC1)N1C[C@@H]([C@@H](C1)C)NC(OC(C)(C)C)=O